ClC1=CC=C2C(=N1)N(C=C2C=2C(=C(C1=C(N(C=N1)COCC[Si](C)(C)C)C2)F)OC)COCC[Si](C)(C)C 6-(6-chloro-1-{[2-(trimethylsilyl)ethoxy]methyl}pyrrolo[2,3-b]pyridin-3-yl)-4-fluoro-5-methoxy-1-{[2-(trimethylsilyl)ethoxy]methyl}-1,3-benzodiazole